NC[C@H](O)C1CCN(CC1)CC1=CC=CC=C1 (1R)-2-Amino-1-(1-benzylpiperidin-4-yl)ethan-1-ol